OC1(CNC1)[C@H](C)NC(=O)C1=CC2=CC=CC(=C2C=C1)OC1=CC=C(C=C1)C(F)(F)F (S)-N-(1-(3-hydroxyazetidin-3-yl)ethyl)-5-(4-(trifluoromethyl)phenoxy)-2-naphthamide